Cl.FC1=CC=C(C=C1)C1=CC=C(C=C1)[C@H](C)N (S)-1-(4'-fluoro[1,1'-biphenyl]-4-yl)ethylamine hydrochloride